N-([4-[4-[[2-(4-chlorophenyl)-4,4-dimethylcyclohexen-1-yl]methyl]piperazin-1-yl]phenyl]sulfonyl)pyridine-2-carboxamide ClC1=CC=C(C=C1)C1=C(CCC(C1)(C)C)CN1CCN(CC1)C1=CC=C(C=C1)S(=O)(=O)NC(=O)C1=NC=CC=C1